NC([C@H](CCC(=O)OC(C)(C)C)N1C(C2=CC=C(C=C2C1)C1=NC(=CC(=C1)N1CCN(CC1)CC1=CC=CC=C1)N)=O)=O tert-butyl (S)-5-amino-4-(5-(6-amino-4-(4-benzylpiperazin-1-yl) pyridin-2-yl)-1-oxoisoindolin-2-yl)-5-oxovalerate